C(C)(C)(C)OC(=O)NCC1=NOC(C1)(C(=O)OCC)CC1=C(C=CC=C1F)F ethyl 3-(((tert-butoxycarbonyl)amino)methyl)-5-(2,6-difluorobenzyl)-4,5-dihydroisoxazole-5-carboxylate